(trans)-4-((4-amino-3-methoxyphenyl)amino)adamantan-1-ol NC1=C(C=C(C=C1)NC1C2CC3(CC(CC1C3)C2)O)OC